2'-Fluoro-2'-deoxyuridine F[C@H]1[C@@H](O[C@@H]([C@H]1O)CO)N1C(=O)NC(=O)C=C1